COC=1C=CC(=C(C1)[C@H](C(C)(C)C)OCC12N=CN([C@H]3C[C@H](O)[C@@H](CO)O3)C2=NC=NC1=N)[N+](=O)[O-] 5-[(S)-1-(5-methoxy-2-nitrophenyl)-2,2-dimethyl-propoxy]methyl-2'-deoxy-adenosine